1-[2-chloro-4-({6-[5-(chloromethyl)-1,3,4-oxadiazol-2-yl]-7-methoxyquinolin-4-yl}oxy)phenyl]-3-(5-methylisoxazol-3-yl)urea ClC1=C(C=CC(=C1)OC1=CC=NC2=CC(=C(C=C12)C=1OC(=NN1)CCl)OC)NC(=O)NC1=NOC(=C1)C